Cl.N[C@H](C)C1=CC(=CS1)CC(=O)N (R)-2-(5-(1-aminoethyl)thiophen-3-yl)acetamide hydrochloride